2-isopropoxy-6-methylbenzaldehyde C(C)(C)OC1=C(C=O)C(=CC=C1)C